SC=1SC2=C(N1)C=CC(=C2)C#N 2-mercaptobenzo[d]thiazole-6-carbonitrile